(2S,5R)-1-(2'-chloro-5'-cyano-[1,1'-biphenyl]-4-carbonyl)-5-(2-chlorophenyl)pyrrolidine-2-carboxylic acid ClC1=C(C=C(C=C1)C#N)C1=CC=C(C=C1)C(=O)N1[C@@H](CC[C@@H]1C1=C(C=CC=C1)Cl)C(=O)O